C1(=CC=CC=C1)N1N=NC(=C1)C(C)NC=1SC2=C(C(N1)=O)C=CC=C2 (1-(1-phenyl-1H-1,2,3-triazol-4-yl)ethyl)amino-4H-benzo[e][1,3]thiazin-4-one